FC(COC(COC1=CC=C2C(=N1)N(C(=N2)C(=O)NC2(CCS(CC2)(=O)=O)C)C)C(F)F)F 5-[2-(2,2-difluoroethoxy)-3,3-difluoro-propoxy]-3-methyl-N-(4-methyl-1,1-dioxo-thian-4-yl)imidazo[4,5-b]pyridine-2-carboxamide